2,2-Dihydroxybutanal OC(C=O)(CC)O